methyl 3-(2,6-difluoro-3-pyridinyl)-2-hydroxy-2-methyl-propionate FC1=NC(=CC=C1CC(C(=O)OC)(C)O)F